COC(=O)C=1NC2=CC(=CC=C2C1F)Br.CN(CCNC=1C=CC(=C(C(=O)N[C@H](C)C2=CC=CC3=CC=CC=C23)C1)C)C (R)-5-((2-(dimethylamino)ethyl)amino)-2-methyl-N-(1-(naphthalen-1-yl)ethyl)benzamide methyl-6-bromo-3-fluoro-1H-indole-2-carboxylate